C(=C)OCC(CCC)(CCCCCCCCCCCC)COC=C 4,4-Bis[(ethenyloxy)methyl]hexadecane